1-[5-(difluoromethoxy)-3-pyridyl]-3,3-dimethyl-N-(3-methyl-1,1-dioxo-thietan-3-yl)-2-oxo-indoline-5-carboxamide FC(OC=1C=C(C=NC1)N1C(C(C2=CC(=CC=C12)C(=O)NC1(CS(C1)(=O)=O)C)(C)C)=O)F